4-(4-amino-2-fluorophenoxy)-7-methoxyquinoline-6-carboxamide NC1=CC(=C(OC2=CC=NC3=CC(=C(C=C23)C(=O)N)OC)C=C1)F